COC=1C=C(NCC2=CC(=C(C=C2)OC)OC)C=C(C1OC)OC 3,4,5-trimethoxy-N-(3,4-dimethoxybenzyl)aniline